C(C)(C)(C)OC(=O)NC1=CC=C(C=C1)C=1SC=C(N1)C(=O)N[C@@H]([C@@H](O)C)C(=O)O (2-(4-((tert-butoxycarbonyl)amino)phenyl)thiazole-4-carbonyl)-L-allothreonine